4-(4-(5-(2-fluoro-6-methylphenyl)-6-oxo-5,6-dihydro-1H-pyrazolo[4,3-c]pyridazin-3-yl)phenyl)-1-methylpiperazin-2-carboxylic acid FC1=C(C(=CC=C1)C)N1N=C2C(=CC1=O)NN=C2C2=CC=C(C=C2)N2CC(N(CC2)C)C(=O)O